(R or S)-2-(3-(2-(((S)-phenyl((R)-1,2,3,4-tetrahydro-1,5-naphthyridin-3-yl)methyl)amino)ethyl)phenyl)propanoic acid C1(=CC=CC=C1)[C@H]([C@H]1CNC2=CC=CN=C2C1)NCCC=1C=C(C=CC1)[C@H](C(=O)O)C |o1:26|